C(N)(=O)C=1C=CC(=C2C=3CC(CCC3NC12)NC(OCC)=O)C1=C(C=CC=C1)Cl ethyl (8-carbamoyl-5-(2-chlorophenyl)-2,3,4,9-tetrahydro-1H-carbazol-3-yl)carbamate